FC1(CC(C1)CC=1C=NNC1)F 4-[(3,3-difluorocyclobutyl)methyl]-1H-pyrazole